C(C)(=O)N1CCC(CC1)C1=NN(C=2C=CC=C(C12)C1=C(C=C2C=NN(C2=C1)C)F)CC(=O)NCCNC(OC(C)(C)C)=O tert-butyl N-(2-{2-[3-(1-acetylpiperidin-4-yl)-5'-fluoro-1'-methyl-[4,6'-biindazol]-1-yl] acetamido}ethyl)carbamate